ClC1=CCCC=CCC1 chloro-1,5-cyclooctadiene